BrC1=CC=C(C=2N1C=CN2)NC(=O)NC2=NOC(=C2)C2CC2 1-(5-bromoimidazo[1,2-a]pyridin-8-yl)-3-(5-cyclopropylisoxazol-3-yl)urea